(3R,4R)-3-hydroxy-4-((R)-5H-imidazo[5,1-a]isoindol-5-yl)tetrahydrothiophene 1,1-dioxide O[C@H]1CS(C[C@@H]1[C@H]1N2C(C3=CC=CC=C13)=CN=C2)(=O)=O